4-Chloroquinazoline-6-ol ClC1=NC=NC2=CC=C(C=C12)O